(3R)-2'-hydroxyisoflavanone OC1=C([C@@H]2COC3=CC=CC=C3C2=O)C=CC=C1